N1-(2-(dimethylamino)ethyl)-2-fluoro-N4-(6-(8-methyl-2,3-dihydro-1H-pyrido[2,3-b][1,4]oxazin-7-yl)-5,6,7,8-tetrahydro-2,6-naphthyridin-3-yl)benzene-1,4-diamine CN(CCNC1=C(C=C(C=C1)NC=1N=CC=2CCN(CC2C1)C1=C(C2=C(OCCN2)N=C1)C)F)C